1-benzyl-5-(2-chloro-4-methylphenyl)-1H-benzo[d]imidazole-7-carboxylic acid C(C1=CC=CC=C1)N1C=NC2=C1C(=CC(=C2)C2=C(C=C(C=C2)C)Cl)C(=O)O